5-fluorodeoxyuridine-5'-monophosphate P(=O)(O)(O)OC[C@@H]1[C@H](C[C@@H](O1)N1C(=O)NC(=O)C(=C1)F)O